2-{6-[(3R,5S)-3,5-dimethylpiperazin-1-yl]pyridazin-3-yl}-5-(2-methylimidazo[1,2-a]pyrimidin-6-yl)pyridin-3-ol C[C@@H]1CN(C[C@@H](N1)C)C1=CC=C(N=N1)C1=NC=C(C=C1O)C=1C=NC=2N(C1)C=C(N2)C